NC=1C(=NC(=C(N1)F)C1=CC(=CC=C1)CN(C)C)C=1C=C2C(=CNC(C2=CC1)=O)C 6-(3-amino-6-(3-((dimethylamino)methyl)phenyl)-5-fluoropyrazin-2-yl)-4-methylisoquinolin-1(2H)-one